ClC=1C=C(NC2=NC=C(C(=N2)N[C@H](CO)C2=CC=CC=C2)C2=NC(=NN2)C(F)(F)F)C=CC1S(=O)(=O)C (2S)-2-[[2-(3-chloro-4-methylsulfonyl-anilino)-5-[3-(trifluoromethyl)-1H-1,2,4-triazol-5-yl]pyrimidin-4-yl]amino]-2-phenyl-ethanol